OC1=C(C(=O)O)C=C(C=C1)NCCC1=CC(=CC=C1)C(F)(F)F 2-hydroxy-5-[2-(3-trifluoromethyl-phenyl)-ethylamino]-benzoic acid